1-(2-chloroethyl)imidazoline-2-one ClCCN1C(NCC1)=O